NCC1=CC=C(C=C1)NC1=CC(=C(C=C1)Cl)N1CCC(CC1)C(F)(F)F N-(4-(aminomethyl)phenyl)-4-chloro-3-(4-(trifluoromethyl)piperidin-1-yl)aniline